OC[C@H](C[C@H]1C(NCC1)=O)NC([C@H](CC(C)C)NC(OC(C1(CC1)C1=CC(=CC=C1)Cl)C1=CC=C(C=C1)Cl)=O)=O (4-chlorophenyl)(1-(3-chlorophenyl)cyclopropyl)methyl ((S)-1-(((S)-1-hydroxy-3-((S)-2-oxopyrrolidin-3-yl)propan-2-yl)amino)-4-methyl-1-oxopentan-2-yl)carbamate